N-(1-((4-(trifluoromethyl)benzyl)amino)-2,3-dihydro-1H-inden-5-yl)acrylamide FC(C1=CC=C(CNC2CCC3=CC(=CC=C23)NC(C=C)=O)C=C1)(F)F